NC1=NN2C(N=CC=C2)=C1C(=O)NC(C)C=1C=C(C2=CN(N=C2C1OCC)C)Cl 2-amino-N-[1-(4-chloro-7-ethoxy-2-methyl-2H-indazol-6-yl)ethyl]pyrazolo[1,5-a]pyrimidine-3-carboxamide